5,5'-diallyl-2,2'-biphenol C(C=C)C1=CC=C(C(=C1)O)C=1C(=CC(=CC1)CC=C)O